1-(13Z,16Z-docosadienoyl)-2-tridecanoyl-glycero-3-phosphocholine CCCCCCCCCCCCC(=O)O[C@H](COC(=O)CCCCCCCCCCC/C=C\C/C=C\CCCCC)COP(=O)([O-])OCC[N+](C)(C)C